C(#N)C=1C=C(C=CC1F)NC(=O)C1=C(C(=C(N1C)C)C(C(=O)OCC)=O)C ethyl 2-(5-((3-cyano-4-fluorophenyl) carbamoyl)-1,2,4-trimethyl-1H-pyrrol-3-yl)-2-oxoacetate